sodium 2-(2-(2,6-diisopropylphenoxy)-2-oxoethoxy)acetate C(C)(C)C1=C(OC(COCC(=O)[O-])=O)C(=CC=C1)C(C)C.[Na+]